(S)-N-(1-(5-Aminopyridin-2-yl)-2,2,2-trifluoroethyl)-N-methyl-3-(methylsulfonamido)bicyclo[1.1.1]pentane-1-carboxamide NC=1C=CC(=NC1)[C@@H](C(F)(F)F)N(C(=O)C12CC(C1)(C2)NS(=O)(=O)C)C